phenanthr-1-one C1(CC=CC=2C3=CC=CC=C3C=CC12)=O